C1(OCCC2=CC=CC=C12)=O 1-Isochromanone